N,N-Dimethylbenzenesulfonamide CN(C)S(=O)(=O)C1=CC=CC=C1